5-bromo-4,6-dimethylpyridine-2-carboxylic acid BrC=1C(=CC(=NC1C)C(=O)O)C